2-(1-(5-isopropylpyridin-3-yl)cyclopropyl)-5,6,7,8-tetrahydropyrido[4,3-d]pyrimidin-4(3H)-one C(C)(C)C=1C=C(C=NC1)C1(CC1)C=1NC(C2=C(N1)CCNC2)=O